CNC(=O)C=1C=CC=C2C=CC(NC12)=O N-methyl-2-oxo-1H-quinoline-8-carboxamide